BrC1=C(C=C(C=C1)OC1=NC(=CC=C1)C)CC#N 2-(2-Bromo-5-((6-methylpyridin-2-yl)oxy)phenyl)acetonitrile